ClC1=NN=C(S1)NC(CSC=1NC(C2=C(N1)N(N=C2)C2CCCCC2)=O)=O N-(5-chloro-1,3,4-thiadiazol-2-yl)-2-((4-oxo-1-cyclohexyl-4,5-dihydro-1H-pyrazolo[3,4-d]pyrimidin-6-yl)thio)acetamide